BrCCC[Si](OCC)(OCC)OCC γ-bromopropyl-triethoxysilane